CS(=O)(=O)C1=CC(=C(C=C1)NCC#CC=1N(C=2C=CC=C(C2C1)NC1CCN(CC1)CCS(=O)(=O)C)CC(F)(F)F)OC 2-{3-[(4-methanesulfonyl-2-methoxyphenyl)amino]prop-1-yn-1-yl}-N-[1-(2-methanesulfonylethyl)-piperidin-4-yl]-1-(2,2,2-trifluoroethyl)-1H-indol-4-amine